N-[(1R,5S)-9-azabicyclo[3.3.1]non-3-yl]-5-(8-fluoro-2-methylimidazo[1,2-a]pyridin-6-yl)-N-methyl-[1,3]thiazolo[5,4-d]pyrimidin-2-amine hydrochloride Cl.[C@H]12CC(C[C@H](CCC1)N2)N(C=2SC=1N=C(N=CC1N2)C=2C=C(C=1N(C2)C=C(N1)C)F)C